ClC1=CC2=C(N(C(N=C2N2[C@H](CN(CC2)C(C=C)=O)C)=O)C2=C(C=CC=C2CC)CC)N=C1N1[C@@H](COCC1)C 6-chloro-1-(2,6-diethylphenyl)-7-((3R)-3-methyl-4-morpholinyl)-4-((2S)-2-methyl-4-(2-propenoyl)-1-piperazinyl)pyrido[2,3-d]pyrimidin-2(1H)-one